C(C1=CC=CC=C1)NC(N(C1=NC=C(C=C1)C=1C=NN(C1)C)[C@@H]1CC[C@H](CC1)NC1=NC=C(C(=N1)C1=CC=CC=C1)C#N)=O 3-benzyl-1-(trans-4-((5-cyano-4-phenylpyrimidin-2-yl)amino)cyclohexyl)-1-(5-(1-methyl-1H-pyrazol-4-yl)pyridin-2-yl)urea